ClC1=NC=C(C(=N1)NC=1C=C2C=C(C(N(C2=CC1)C(C)C)=O)OCC(=O)NC)Cl 2-([6-[(2,5-dichloropyrimidin-4-yl)amino]-1-isopropyl-2-oxoquinolin-3-yl]oxy)-N-methylacetamide